(1S,2S)-2-fluoro-N-[3-(4-fluoro-5-methoxy-1,3-benzothiazol-6-yl)-1-[[2-(trimethylsilyl)ethoxy]methyl]pyrrolo[2,3-b]pyridin-6-yl]cyclopropane-1-carboxamide F[C@@H]1[C@@H](C1)C(=O)NC1=CC=C2C(=N1)N(C=C2C2=CC1=C(N=CS1)C(=C2OC)F)COCC[Si](C)(C)C